2-(2-((6-(1-aminoisoquinolin-7-yl)-3-methyl-2-oxo-2,3-dihydro-1H-benzo[d]imidazol-1-yl)methyl)phenyl)acetic acid NC1=NC=CC2=CC=C(C=C12)C=1C=CC2=C(N(C(N2C)=O)CC2=C(C=CC=C2)CC(=O)O)C1